C(=C)C1=CC=C(CC(CCCC2=NNC(=N2)SCCCC)C2=NNC(=N2)SCCCC)C=C1 1-(4-vinylbenzyl)-3,3'-tetramethylenebis(5-butylthio-1H-1,2,4-triazole)